Lauryl dimethylaminoacetate CN(C)CC(=O)OCCCCCCCCCCCC